CN(C1=C(C=NC=C1)[C@@H]1CNC2(CC2)C1)C (R)-6-(4-(dimethylamino)pyridin-3-yl)-4-azaspiro[2.4]heptane